(S)-tert-butyl 4-(6-cyano-1-(2-isopropyl-4-methylpyridin-3-yl)-7-(8-methylnaphthalen-1-yl)-2-oxo-1,2-dihydropyrido[2,3-d]pyrimidin-4-yl)-3-methylpiperazine-1-carboxylate C(#N)C1=CC2=C(N(C(N=C2N2[C@H](CN(CC2)C(=O)OC(C)(C)C)C)=O)C=2C(=NC=CC2C)C(C)C)N=C1C1=CC=CC2=CC=CC(=C12)C